2-((4,4'-dimethoxytrityl)oxymethyl)-6-fluorenylmethoxycarbonylamino-hexane COC1=CC=C(C(C2=CC=C(C=C2)OC)(C2=CC=CC=C2)OCC(C)CCCCNC(=O)OCC2=CC=CC=3C4=CC=CC=C4CC23)C=C1